BrC1=CC=C2C(C(CN(C2=C1)C(C)C)C=O)=O 7-bromo-4-oxo-1-(prop-2-yl)-1,2,3,4-tetrahydroquinoline-3-carbaldehyde